(2S)-2-({7-bromo-2-[4-chloro-2-(trifluoromethoxy)phenyl][1,2,4]triazolo[1,5-c]quinazolin-5-yl}amino)butanamide BrC1=CC=CC=2C=3N(C(=NC12)N[C@H](C(=O)N)CC)N=C(N3)C3=C(C=C(C=C3)Cl)OC(F)(F)F